6'-(((1S,3S)-3-((5-(Difluoromethoxy)pyrazin-2-yl)amino)cyclopentyl)amino)-2-oxo-2H-[1,3'-bipyridine]-5-carbonitrile FC(OC=1N=CC(=NC1)N[C@@H]1C[C@H](CC1)NC1=CC=C(C=N1)N1C(C=CC(=C1)C#N)=O)F